(4-((3-(1-(2,2-difluoroethyl)-3-(trifluoromethyl)-1H-pyrazol-4-yl)imidazo[1,2-a]pyrazin-8-yl)amino)-2-ethylphenyl)(1,6-diazaspiro[3.3]heptan-6-yl)methanone FC(CN1N=C(C(=C1)C1=CN=C2N1C=CN=C2NC2=CC(=C(C=C2)C(=O)N2CC1(CCN1)C2)CC)C(F)(F)F)F